2-((hexahydro-1H-pyrrolizin-7a-yl)methoxy)-4-methoxy-5,6,7,8-tetrahydropyrido[3,4-d]pyrimidine C1CCN2CCCC12COC=1N=C(C2=C(N1)CNCC2)OC